N-(1-methyl-3,5-dimethyl-4-piperidyl)-6-{3-[4-(N-methylcarbamoyl)-2-anisidino]-1-propynyl}-1-(2,2,2-trifluoroethyl)-1H-1,3-benzimidazole-4-carboxamide CN1CC(C(C(C1)C)NC(=O)C1=CC(=CC=2N(C=NC21)CC(F)(F)F)C#CCNC=2C(OC)=CC=C(C2)C(NC)=O)C